ClC1=C(C=CC=C1)NC1=NC(=CC(=C1)NC(OC(C)(C)C)=O)C(NC1CC2=CC=CC=C2C1)=O tert-butyl (2-((2-chlorophenyl)amino)-6-((2,3-dihydro-1H-inden-2-yl)carbamoyl)pyridin-4-yl)carbamate